7-((3aR,4R,6R,6aS)-6-(((tert-butyldiphenylsilyl)oxy)methyl)-2,2-dimethyltetrahydrothieno[3,4-d][1,3]dioxol-4-yl)-2,4-dichloro-5-((trimethylsilyl)ethynyl)-7H-pyrrolo[2,3-d]pyrimidine [Si](C1=CC=CC=C1)(C1=CC=CC=C1)(C(C)(C)C)OC[C@H]1S[C@H]([C@H]2[C@@H]1OC(O2)(C)C)N2C=C(C1=C2N=C(N=C1Cl)Cl)C#C[Si](C)(C)C